(Z)-3-amino-2-nitro-acrylonitrile N\C=C(\C#N)/[N+](=O)[O-]